myristyllactate C(CCCCCCCCCCCCC)OC(C(O)C)=O